ClC1=CC(=CC=2CN(CCOC21)CC=2C=NC(NC2)=O)N2C=CC=1C2=NC=C(C1)F 5-((9-chloro-7-(5-fluoro-1H-pyrrolo[2,3-b]pyridin-1-yl)-2,3-dihydrobenzo[f][1,4]oxazepin-4(5H)-yl)methyl)pyrimidin-2(1H)-one